NC(C(=O)O)CCNC(=N)N α-amino-γ-guanidinobutyric acid